FC=C(C(F)(F)F)C(F)(F)F 1,3,3,3-tetrafluoro-2-(trifluoromethyl)-propene